fluoro-N,N-dimethylaniline FC1=C(N(C)C)C=CC=C1